O=C1NC(CC[C@@H]1N1C(C2=CC=CC(=C2C1=O)OCC(=O)N1CCC(CC1)CNC1=C2N=CN(C2=NC=N1)C1CC(C1)NC(C1=NC(=CC=C1)C)=O)=O)=O N-((1s,3s)-3-(6-(((1-(2-((2-(2,6-dioxopiperidin-3-yl)-1,3-dioxoisoindolin-4-yl)oxy)acetyl)piperidin-4-yl)methyl)amino)-9H-purin-9-yl)cyclobutyl)-6-methylpicolinamide